C1(CCCC1)C=1C=C(C=CC1OC1CCCC1)CCC(=O)O 3-(3-cyclopentyl-4-(cyclopentyloxy)phenyl)-propionic acid